6-(5-(3-(dimethylamino)prop-1-yn-1-yl)-2,3-difluorophenethyl)-4-methylpyridin-2-amine CN(CC#CC=1C=C(C(=C(CCC2=CC(=CC(=N2)N)C)C1)F)F)C